BrC=1C=C(C(=C(C1)OC)[C@@H]1C=C(CC[C@H]1C(=C)C)C)OC 5-bromo-1,3-dimethoxy-2-((1R,6R)-3-methyl-6-(prop-1-en-2-yl)cyclohex-2-enyl)benzene